FC1=CC=C(NCCON)C=C1 O-[2-(4-fluoroanilino)ethyl]hydroxylamine